methyl 2-((2-(3-((tert-butoxycarbonyl) (6-methoxy-3-nitropyridin-2-yl) amino) prop-1-yn-1-yl)-4-fluorophenyl) amino)-5-(trifluoromethoxy)-benzoate C(C)(C)(C)OC(=O)N(CC#CC1=C(C=CC(=C1)F)NC1=C(C(=O)OC)C=C(C=C1)OC(F)(F)F)C1=NC(=CC=C1[N+](=O)[O-])OC